tert-butyl 4-(4-(benzyloxy)phenyl)piperidine-1-carboxylate C(C1=CC=CC=C1)OC1=CC=C(C=C1)C1CCN(CC1)C(=O)OC(C)(C)C